CC(C)(C)C1=C(C(=CC(=C1)C)CC1=C(C(=CC(=C1)C)C(C)(C)C)O)O 2-(1,1-dimethylethyl)-6-[3-(1,1-dimethylethyl)-2-hydroxy-5-methylphenyl]methyl-4-methylphenol